(1H-pyrazolo[4,3-c]pyridin-6-yl)acetamide N1N=CC=2C=NC(=CC21)CC(=O)N